Benzyl 2,3,4,5-tetrafluoro-6-sulfamoylbenzoate FC1=C(C(=O)OCC2=CC=CC=C2)C(=C(C(=C1F)F)F)S(N)(=O)=O